NCCCC(C)N 1,4-diaminopentane